ClC1=C(C=CC(=C1)N(C1COC1)C)[C@@H]1COCCCN1C1=NC(=NC(=C1)C)N (R)-4-[3-[2-chloro-4-[methyl-(oxetan-3-yl)amino]phenyl]-1,4-oxazepan-4-yl]-6-methyl-pyrimidin-2-amine